COC(=O)C1=CN=C(S1)C1=C2N=CC(=NC2=CC(=C1)C)OC 2-(2-methoxy-7-methylquinoxalin-5-yl)thiazole-5-carboxylic acid methyl ester